CN(C1=CC=C(C=C1)N\C(=C\1/C(NC2=CC(=CC=C12)C(=O)OC)=O)\C1=CC=CC=C1)C(CN1CCN(CC1)C)=O Methyl (3Z)-3-{[(4-{methyl[(4-methylpiperazin-1-yl) acetyl]amino}phenyl)amino] (phenyl)methylidene}-2-oxo-2,3-dihydro-1H-indole-6-carboxylate